C(C1=CC=CC=C1)C1=NC(=NN1)C(=O)N[C@@H]1C(N(C2=C(OC1)C=CC(=C2)N2CCC1(CCOCC1)CC2)C)=O (S)-5-benzyl-N-(5-methyl-4-oxo-7-(3-oxa-9-azaspiro[5.5]undecan-9-yl)-2,3,4,5-tetrahydrobenzo[b][1,4]oxazepin-3-yl)-1H-1,2,4-triazole-3-carboxamide